tert-butyl 4-(4-chlorothiazol-2-yl)piperazine-1-carboxylate ClC=1N=C(SC1)N1CCN(CC1)C(=O)OC(C)(C)C